(2-((2-((tert-butyldimethylsilyl)oxy)ethyl)amino)ethyl)(methyl)carbamate [Si](C)(C)(C(C)(C)C)OCCNCCOC(NC)=O